FC1(CN(C[C@H]1NC1=NN2C(C(=N1)OC)=C(C(=C2)F)C=2C=CC1=C(N(N=N1)[C@@H](CF)C)C2)C(C)=O)F 1-((R)-3,3-difluoro-4-((6-fluoro-5-(1-((R)-1-fluoropropan-2-yl)-1H-benzo[d][1,2,3]triazol-6-yl)-4-methoxypyrrolo[2,1-f][1,2,4]triazin-2-yl)amino)pyrrolidin-1-yl)ethan-1-one